The molecule is a benzazepine that is 2,3,4,5-tetrahydro-3-benzazepine bearing a 3-methylphenyl substituent at position 1, an allyl substituent at position 3, a chloro substituent at position 6 and two hydroxy substituents at positions 7 and 8. High affinity, selective dopamine D1-like receptor agonist. Ki values are 3.2, 3.1, 186, 66, 335, 1167, 1251 and 1385 nM at recombinant D1, D5, D2, D3, D4, 5-HT2A, alpha1A and alpha1B receptors respectively. Stimulates adenylyl cyclase (EC50 = 65 nM) but not phosphoinositide hydrolysis. Induces extreme arousal and hyperlocomotion following subcutaneous administration in monkeys. It has a role as a dopamine agonist. It is a benzazepine, a member of catechols, an organochlorine compound and a tertiary amino compound. It is a conjugate acid of a N-allyl-6-chloro-1-(3-methylphenyl)-2,3,4,5-tetrahydro-3-benzazepinium-7,8-diol(1+). CC1=CC(=CC=C1)C2CN(CCC3=C(C(=C(C=C23)O)O)Cl)CC=C